N1C(=CC2=CC=CC=C12)C(=O)NC=1C(N(C=CC1)C(C(=O)NN(CC(=O)OCC)C(CF)=O)C(C)C)=O Ethyl N-(2-(3-(1H-indole-2-carboxamido)-2-oxopyridin-1(2H)-yl)-3-methylbutanamido)-N-(2-fluoroacetyl)glycinate